1-((oxetan-2-yl)methyl)-2-((7-(pyridin-3-ylmethoxy)-3,4-dihydroisoquinolin-2(1H)-yl)methyl)1H-benzo[d]imidazole-6-carboxylic acid tert-butyl ester C(C)(C)(C)OC(=O)C=1C=CC2=C(N(C(=N2)CN2CC3=CC(=CC=C3CC2)OCC=2C=NC=CC2)CC2OCC2)C1